methyl (1R,2S,5S)-3-[(2S)-3,3-dimethyl-2-[(1-methyl-2-oxo-piperidine-4-carbonyl)amino]butanoyl]-6,6-dimethyl-3-azabicyclo[3.1.0]hexane-2-carboxylate CC([C@@H](C(=O)N1[C@@H]([C@H]2C([C@H]2C1)(C)C)C(=O)OC)NC(=O)C1CC(N(CC1)C)=O)(C)C